N-[3-chloro-4-[4-(piperidine-4-carbonyl)piperazine-1-carbonyl]phenyl]-5-[1-[4-(dimethylamino)pyrimidin-2-yl]-3-(trifluoromethyl)pyrazol-4-yl]-1-methyl-imidazole-2-carboxamide ClC=1C=C(C=CC1C(=O)N1CCN(CC1)C(=O)C1CCNCC1)NC(=O)C=1N(C(=CN1)C=1C(=NN(C1)C1=NC=CC(=N1)N(C)C)C(F)(F)F)C